C(C1=CC=CC=C1)OCC1=CC=C(C=C1)NC(C1=CC(=CC=C1)C1=NC(=C(N=C1)C)NS(=O)(=O)C)=O N-(4-((benzyloxy)methyl)phenyl)-3-(5-methyl-6-(methylsulfonamido)pyrazin-2-yl)benzamide